3-amino-2,2-dimethylpropionic acid ethyl ester C(C)OC(C(CN)(C)C)=O